CSC[C@@H]1[C@H]([C@H]([C@@H](O1)N2C=NC3=C2N=CNC3=O)O)O The molecule is a 5'-deoxyribonucleoside consisting of inosine where the 5'-hydroxy group is substituted by a methylsulfanyl group. It is a member of inosines and a 5'-deoxyribonucleoside. It derives from an inosine.